ClC=1C=CC2=C(OC3=C2C(C2=CC=C(C=C2C3(C)C)OC[C@H]([C@@H](CO)O)O)=O)C1 3-Chloro-6,6-dimethyl-8-((2R,3R)-2,3,4-trihydroxy-butoxy)-6H-benzo[b]naphtho[2,3-d]furan-11-one